2-cyclopropyl-5-(1,4-dimethyl-1H-1,2,3-triazol-5-yl)-7-(2-methylnaphthalen-1-yl)-1H-benzo[d]imidazole C1(CC1)C1=NC2=C(N1)C(=CC(=C2)C2=C(N=NN2C)C)C2=C(C=CC1=CC=CC=C21)C